(E)-6-(4-hydroxy-3,5-dimethoxystyryl)-1,5-dimethyl-1,5-dihydro-4H-pyrazolo[3,4-d]pyrimidine-4-one OC1=C(C=C(/C=C/C=2N(C(C3=C(N2)N(N=C3)C)=O)C)C=C1OC)OC